CC(CSC1=C(C=CC=C1)C(F)(F)F)(C)N 2-methyl-1-((2-(trifluoromethyl)phenyl)thio)propan-2-amine